(S)-N-(3-methoxy-1-oxo-1-(4-(3-(trifluoromethyl)phenyl-4-d)piperazin-1-yl-2,2,3,3,5,5,6,6-d8)propan-2-yl)acetamide COC[C@@H](C(N1C(C(N(C(C1([2H])[2H])([2H])[2H])C1=CC(=C(C=C1)[2H])C(F)(F)F)([2H])[2H])([2H])[2H])=O)NC(C)=O